(R)-5-(azetidin-3-ylamino)-2-chloro-N-(1-(naphthalen-1-yl)ethyl)benzamide N1CC(C1)NC=1C=CC(=C(C(=O)N[C@H](C)C2=CC=CC3=CC=CC=C23)C1)Cl